[1-[2-[tert-butyl(dimethyl)silyl]oxyethyl]-4-piperidyl]methanamine [Si](C)(C)(C(C)(C)C)OCCN1CCC(CC1)CN